OC1=C(C(=CC(=C1S(=O)(=O)NC=1C=NC=CC1)CCCCC)O)C1C(CCC(=C1)C)C(=C)C 2,6-dihydroxy-5'-methyl-4-pentyl-2'-(prop-1-en-2-yl)-N-(pyridin-3-yl)-1',2',3',4'-tetrahydro-[1,1'-biphenyl]-3-sulfonamide